(5R)-2-[(3R,6R)-5,5-difluoro(6-2H1)piperidin-3-yl]-5-methyl-1λ6,2-thiazolidine-1,1-dione FC1(C[C@H](CN[C@@H]1[2H])N1S([C@@H](CC1)C)(=O)=O)F